para-xylylene tetrasulphide C12=CC=C(C=C1)CSSSSC2